(S)-9-(2-chloro-4-((4-chloro-6-methylpyridin-2-yl)oxy)benzoyl)-2-(methoxymethyl)-2-methyl-1,2,4,7-tetrahydro-3H-pyrrolo[3',2':5,6]pyrido[3,4-b]pyrazin-3-one ClC1=C(C(=O)C2=CNC3=C2C2=C(NC([C@](N2)(C)COC)=O)C=N3)C=CC(=C1)OC1=NC(=CC(=C1)Cl)C